{3-[(2-Aminoethyl)amino]propyl}dimethylamine NCCNCCCN(C)C